N[C@H](C=1N=C2N(N=CC(=C2)CC2C(NCC2)=O)C1)C1CCCCCC1 3-((2-((S)-amino(cycloheptyl)methyl)imidazo[1,2-b]pyridazin-7-yl)methyl)pyrrolidin-2-one